3-(4-(4-(4-Chloro-3-(trifluoromethyl)phenyl)piperidin-1-yl)-3-methyl-2-oxo-2,3-dihydro-1H-benzo[d]imidazol-1-yl)piperidine-2,6-dione ClC1=C(C=C(C=C1)C1CCN(CC1)C1=CC=CC=2N(C(N(C21)C)=O)C2C(NC(CC2)=O)=O)C(F)(F)F